F[C@@H]1[C@@H](C1)NC(=O)C1=CN=C2N1N=C(C=C2NC)NC=2C(N(C=CC2)C2=NC=C(C=C2)C(=O)OC)=O Methyl 3-[(3-{[(1R,2S)-2-fluorocyclopropyl]carbamoyl}-8-(methylamino)imidazo[1,2-b]pyridazin-6-yl)amino]-2-oxo-[1,2'-bipyridine]-5'-carboxylate